COC=1C=C(C=CC1OC)COC1=C(C(=CC=C1)C)C1=CC(=C(S1)C)C=O 5-{2-[(3,4-dimethoxyphenyl)methoxy]-6-methylphenyl}-2-methylthiophene-3-carbaldehyde